(4-((4-Fluorobenzyl)amino)piperazin-1-yl)-8-nitro-6-(trifluoromethyl)-4H-benzo[e][1,3]thiazin-4-one FC1=CC=C(CNN2CCN(CC2)C=2SC3=C(C(N2)=O)C=C(C=C3[N+](=O)[O-])C(F)(F)F)C=C1